4-(4-chloro-2-fluorophenyl)-3-(3-chlorophenyl)-1-ethyl-5-(2-ethyl-2-methylbutyl)pyrrolidine-2-carboxylic acid ClC1=CC(=C(C=C1)C1C(C(N(C1CC(CC)(C)CC)CC)C(=O)O)C1=CC(=CC=C1)Cl)F